ClC=1C=C(C=C2C(N(CC12)C1=CC(=CC=C1)C1(CC(C1)(F)F)CC1=NN=CN1C)=O)C=O 7-chloro-2-(3-(3,3-difluoro-1-((4-methyl-4H-1,2,4-triazol-3-yl)methyl)cyclobutyl)phenyl)-3-oxoisoindoline-5-carbaldehyde